[Si](C)(C)(C(C)(C)C)C1=C2C(=C(C(C2=C2C(=C1)C=CC=C2)O)O)O TBDMSBenzindeneTriol